O=C1NC(CCC1N1C(C2=CC=CC(=C2C1=O)CCCCCCCN1CCN(CC1)C1=CC=C(N=N1)C(=O)N1CCC(CC1)CCCCNC(\C=C\C=1C=NC=CC1)=O)=O)=O (E)-N-(4-(1-(6-(4-(7-(2-(2,6-dioxopiperidin-3-yl)-1,3-dioxoisoindolin-4-yl)heptyl)piperazin-1-yl)pyridazine-3-carbonyl)piperidin-4-yl)butyl)-3-(pyridin-3-yl)acrylamide